ClC=1N=CC=2OC(CNC2N1)C 2-Chloro-6-methyl-7,8-dihydro-6H-pyrimido[5,4-b][1,4]oxazine